3-(4-Phenylthiazol-2-yl)-2-(trifluoromethyl)thieno[3,2-d]pyrimidin-4(3H)-one C1(=CC=CC=C1)C=1N=C(SC1)N1C(=NC2=C(C1=O)SC=C2)C(F)(F)F